(2s,4s)-8-(5-chloro-3-fluoropyridin-2-yl)-N,N-dimethyl-6,9-dioxo-5-(4-(trifluoromethyl)benzyl)-5,8-diazaspiro[3.5]nonane-2-carboxamide ClC=1C=C(C(=NC1)N1CC(N(C2(CC(C2)C(=O)N(C)C)C1=O)CC1=CC=C(C=C1)C(F)(F)F)=O)F